(S,E)-4-(8-amino-3-(1-but-2-enoylpyrrolidin-2-yl)imidazo[1,5-a]pyrazin-1-yl)-N-(pyridin-2-yl)benzamide NC=1C=2N(C=CN1)C(=NC2C2=CC=C(C(=O)NC1=NC=CC=C1)C=C2)[C@H]2N(CCC2)C(\C=C\C)=O